2-(1-acryloyl-4-(2-(2-(dimethylamino)ethoxy)-7-(6-methylindolin-1-yl)-5,6,7,8-tetrahydroquinazolin-4-yl)piperazin-2-yl)acetonitrile C(C=C)(=O)N1C(CN(CC1)C1=NC(=NC=2CC(CCC12)N1CCC2=CC=C(C=C12)C)OCCN(C)C)CC#N